CC1=C(C=CC(=C1)C)SC1=C(C=CC=C1)N1CCNCC1 1-[2-(2,4-dimethylphenylsulfanyl)-phenyl]piperazine